FC1=C(OC(C#N)C)C=CC(=C1)C1=NC(=NC=C1C)NC=1C=NN(C1)C (2-fluoro-4-(5-methyl-2-((1-methyl-1H-pyrazol-4-yl)amino)pyrimidin-4-yl)phenoxy)propionitrile